[S].N[C@H](C(=O)O)CCC(=O)N[C@@H](CS)C(=O)NCC(=O)O Glutathione Sulfur